FC(OC=1C=C(C=CC1)C1=CC(=C(S1)C)C(=O)NC1=NC(=NS1)CC(C)O)F 5-(3-(Difluoromethoxy)phenyl)-N-(3-(2-hydroxypropyl)-1,2,4-thiadiazol-5-yl)-2-methyl-thiophene-3-carboxamide